ClC1=CC=C(CN2C[C@@H](CCC2)C2=CC=NC=3N2N=C(C3CNC[C@@H]3CC(OCC3)(C)C)C)C=C1 1-(7-((R)-1-(4-chlorobenzyl)piperidin-3-yl)-2-methylpyrazolo[1,5-a]pyrimidin-3-yl)-N-(((S)-2,2-dimethyltetrahydro-2H-pyran-4-yl)methyl)methanamine